ClC=1C(=NN(C1)C(=O)N1CC2CN(CC2C1)CC1=C(C=C(C=C1)N1CCCC1)C(F)(F)F)C(=O)O 4-chloro-1-(5-(4-(pyrrolidin-1-yl)-2-(trifluoromethyl)benzyl)octahydro-pyrrolo[3,4-c]pyrrole-2-carbonyl)-1H-pyrazole-3-carboxylic acid